C1(=CC=CC=C1)C1=C([C@H]2[C@H](O)[C@H](O)[C@@H](CO)O2)C(NC(N1)=O)=O 6-phenyl-pseudouridine